rac-N-{(5S,7S,8R)-2-ethyl-5-fluoro-8-[(2-fluoro[1,1'-biphenyl]-3-yl)methyl]-1-oxo-1,2,5,6,7,8-hexahydroisoquinolin-7-yl}methanesulfonamide C(C)N1C(C=2[C@H]([C@H](C[C@@H](C2C=C1)F)NS(=O)(=O)C)CC=1C(=C(C=CC1)C1=CC=CC=C1)F)=O |r|